bis(butene) maleate C(\C=C/C(=O)O)(=O)O.C=CCC.C=CCC